NC1=NC=CC=C1C1=NC=2C(=NC(=CC2)C=2C=C(C=CC2)N2CCC(CC2)N(C(C)=O)C)N1C1=CC=C(C=C1)CO[Si](C)(C)C(C)(C)C N-(1-(3-(2-(2-aminopyridin-3-yl)-3-(4-(((tert-butyldimethylsilyl)oxy)methyl)phenyl)-3H-imidazo[4,5-b]pyridin-5-yl)phenyl)piperidin-4-yl)-N-methylacetamide